3-(5-(1-((1s,4s)-4-((4-(6-aminopyridin-3-yl)piperidin-1-yl)methyl)cyclohexyl)-4-hydroxypiperidin-4-yl)-1-oxoisoindolin-2-yl)piperidine-2,6-dione NC1=CC=C(C=N1)C1CCN(CC1)CC1CCC(CC1)N1CCC(CC1)(O)C=1C=C2CN(C(C2=CC1)=O)C1C(NC(CC1)=O)=O